2-chloro-5-((1,4-dimethoxy-3-methylnaphthalen-2-yl)methyl)pyrimidine ClC1=NC=C(C=N1)CC1=C(C2=CC=CC=C2C(=C1C)OC)OC